C1(CC1)N1N=CC(=C1)C=1C=NC=2CCN(CC2C1)C=1C(=C(C=2N(N1)C=NN2)C)C 3-(1-cyclopropylpyrazol-4-yl)-6-(7,8-dimethyl-[1,2,4]triazolo[4,3-b]pyridazin-6-yl)-7,8-dihydro-5H-1,6-naphthyridine